[Se].C[Si](C)C.C[Si](C)C.C[Si](C)C tri(trimethyl-silicon) selenium